NC=1N=C(SC1C(C1=CC=C(C=C1)OC)=O)N(C1=CC(=C(C=C1)F)F)C(C(=O)N)C (N-[4-Amino-5-(4-methoxybenzoyl)thiazol-2-yl]-3,4-difluoroanilino)propanamid